C(C=C)OC(=O)C1=CNC2=CC(=C(C=C12)C1=CC=C(OCCNC(CCCCCCCCCCCCCCCCCCC(=O)O)=O)C=C1)Cl 20-((2-(4-(3-((allyloxy)carbonyl)-6-chloro-1H-indol-5-yl)phenoxy)ethyl)amino)-20-oxoicosanoic acid